ClCC(=O)N1CCCC2=CC(=CC=C12)OCC(=O)N 2-((1-(2-chloroacetyl)-1,2,3,4-tetrahydroquinolin-6-yl)oxy)acetamide